N=1COC=C2C1C=CC=C2 2H-3,1-benzoxazin